N=1ON=C2C1C=CC(=C2)C2=NC(=NO2)C2=C(C=C(C=C2)NC(C)=O)OC N-{4-[5-(2,1,3-benzoxadiazol-5-yl)-1,2,4-oxadiazol-3-yl]-3-methoxyphenyl}acetamide